(E)-2-cyclohexyl-5-(3,5-difluorostyryl)-1,3-dimethoxybenzene C1(CCCCC1)C1=C(C=C(C=C1OC)\C=C\C1=CC(=CC(=C1)F)F)OC